C(C1=CC=CC=C1)OCC1CC(C1)OCC(=O)OCC 1-Ethyl 2-[3-(benzyloxymethyl)cyclobutoxy]acetate